C(CCCCCCCCCCC)SC(CC)C 3-n-dodecylmercaptobutane